CC=1N(C=C(N1)C)C1=CC=C(C=N1)C(C)=O 1-(6-(2,4-dimethyl-1H-imidazol-1-yl)pyridin-3-yl)ethan-1-one